C(C)(C)C1=C(C=CC=C1)C1N(CCN(C1)CC1=CC=C(C=C1)OC)C1CC2(C1)CCN(CC2)C(=O)OC(C)(C)C tert-butyl 2-(2-(2-isopropylphenyl)-4-(4-methoxybenzyl) piperazin-1-yl)-7-azaspiro[3.5]nonane-7-carboxylate